4,5-dihydrothiazole-4-formic acid S1C=NC(C1)C(=O)O